(S)-4-(3-(dimethylamino)-3-phenethylpiperidin-1-yl)-2-fluoro-N-(pyrimidin-4-yl)benzene-sulfonamide CN([C@@]1(CN(CCC1)C1=CC(=C(C=C1)S(=O)(=O)NC1=NC=NC=C1)F)CCC1=CC=CC=C1)C